(R or S)-7-bromo-2-(1-cyclopropyl-2-hydroxy-2-methylpropyl)-2,3-dihydro-1H-pyrrolo[3,4-c]pyridin-1-one BrC=1C2=C(C=NC1)CN(C2=O)[C@@H](C(C)(C)O)C2CC2 |o1:11|